(3R)-3-([[(2S,4R)-1-(tert-butoxycarbonyl)-4-(2,3-dichloro-6-methoxyphenyl)pyrrolidin-2-yl]methyl]amino)butanoic acid C(C)(C)(C)OC(=O)N1[C@@H](C[C@@H](C1)C1=C(C(=CC=C1OC)Cl)Cl)CN[C@@H](CC(=O)O)C